CN1C2CN(C(C1)C2)C2=CC=C(C=C2)N2C=NC(=C2)NC=2N=CC(=NC2)C#N 5-((1-(4-(5-Methyl-2,5-diazabicyclo[2.2.1]heptan-2-yl)phenyl)-1H-imidazol-4-yl)amino)pyrazine-2-carbonitrile